(R)-(5-(2-methylpyridin-3-yl)-1,3,4-oxadiazol-2-yl)(4-(4-(trifluoromethyl)pyrazolo[1,5-a]pyridin-2-yl)-6,7-dihydro-1H-imidazo[4,5-c]pyridin-5(4H)-yl)methanone CC1=NC=CC=C1C1=NN=C(O1)C(=O)N1[C@H](C2=C(CC1)NC=N2)C2=NN1C(C(=CC=C1)C(F)(F)F)=C2